tert-butyl (3-cyano-4-(2,6-dichloro-5,8-difluoro-4-hydroxyquinazolin-7-yl)-7-fluorothieno[3,2-c]pyridin-2-yl)carbamate C(#N)C1=C(SC2=C1C(=NC=C2F)C2=C(C(=C1C(=NC(=NC1=C2F)Cl)O)F)Cl)NC(OC(C)(C)C)=O